bisphenoxyethanol fluoride [F-].O(C1=CC=CC=C1)C(C)(O)OC1=CC=CC=C1